C1(CC1)C(=O)N CYCLOPROPANAMIDE